CN1N=NC2=C1C=CC(=C2C)[C@@H](C(C(=O)O)(C)C)C2=CC(=C(C=C2)C)CN2C(=NC=C2)CN2CCCCC2 (S)-3-(1,4-Dimethyl-1H-benzo[d][1,2,3]triazol-5-yl)-2,2-dimethyl-3-(4-methyl-3-((2-(piperidin-1-ylmethyl)-1H-imidazol-1-yl)methyl)phenyl)propanoic acid